6-methyl-N-(3-phenylpropyl)-2-(thiophen-3-yl)thieno[2,3-d]pyrimidin-4-amine CC1=CC2=C(N=C(N=C2NCCCC2=CC=CC=C2)C2=CSC=C2)S1